N,N-dimethylformamide hydrogen fluoride F.CN(C=O)C